butyl (9-(4-amino-5-(4-phenoxyphenyl)-7H-pyrrolo[2,3-d]pyrimidin-7-yl)-1,5-dioxaspiro[5.5]undecan-3-yl)carbamate NC=1C2=C(N=CN1)N(C=C2C2=CC=C(C=C2)OC2=CC=CC=C2)C2CCC1(OCC(CO1)NC(OCCCC)=O)CC2